C(C1=CC=CC=C1)C1=CC(=CC=C1)C benzyl-3-methylbenzene